C(C)C=1C=NC(=NC1)[C@H]1[C@@H](CC1)C=1NC(C2=C(N1)N(N=C2C#N)[C@H](C)C=2C=NC(=CC2)C(F)(F)F)=O 6-((1R,2R)-2-(5-ethylpyrimidin-2-yl)cyclobutyl)-4-oxo-1-((R)-1-(6-(trifluoromethyl)pyridin-3-yl)ethyl)-4,5-dihydro-1H-pyrazolo[3,4-d]pyrimidine-3-carbonitrile